tert-butyl N-{4-[(6-{3-[(1R)-6-chloro-1-hydroxy-2,3-dihydro-1H-indene-4-sulfonamido]-2,6-difluorophenyl} quinazolin-2-yl) amino]cyclohexyl}-N-methylcarbamate ClC=1C=C(C=2CC[C@H](C2C1)O)S(=O)(=O)NC=1C(=C(C(=CC1)F)C=1C=C2C=NC(=NC2=CC1)NC1CCC(CC1)N(C(OC(C)(C)C)=O)C)F